3-chloro-4-(difluoromethoxy)-N-((1,6-dimethyl-1H-benzimidazol-7-yl)methyl)benzamide ClC=1C=C(C(=O)NCC2=C(C=CC3=C2N(C=N3)C)C)C=CC1OC(F)F